tert-butyl 3-(4-(6-(6-(2,2-difluorocyclopropyl)pyridinecarboxamido)-8-fluoro-7-(2-hydroxypropan-2-yl)imidazo(1,2-a)pyridin-2-yl)piperidin-1-yl)azetidine-1-carboxylate FC1(C(C1)C1=CC=CC(=N1)C(=O)NC=1C(=C(C=2N(C1)C=C(N2)C2CCN(CC2)C2CN(C2)C(=O)OC(C)(C)C)F)C(C)(C)O)F